[Na+].COC(C1=C(C(C(=O)OC)=CC=C1)S(=O)(=O)[O-])=O Sulfoisophthalic acid dimethyl ester sodium salt